5-acetylpyridine-2-carbonitrile C(C)(=O)C=1C=CC(=NC1)C#N